C(=O)(OC(C)(C)C)N(C1COCCO1)CC N-Boc-(ethylenedioxy)diethylamine